N1N=NN=C1CCCC(=O)O 1H-tetrazol-5-butyric acid